4-((2R,4R)-4-(cyclohexyloxy)-1-phenylpyrrolidin-2-yl)thiazol-2-amine C1(CCCCC1)O[C@@H]1C[C@@H](N(C1)C1=CC=CC=C1)C=1N=C(SC1)N